N1=CC(=CC=C1)CCC(=O)C1N(C[C@H](C1)C1=C(C(=CC(=C1F)F)F)F)C(=O)OC(C)(C)C tert-butyl (4R)-2-(3-(pyridin-3-yl)propanoyl)-4-(2,3,5,6-tetrafluorophenyl)pyrrolidine-1-carboxylate